4-((6-bromo-3-fluoropyridin-2-yl)methyl)-2-methylpiperidine-4-carboxylic acid methyl ester COC(=O)C1(CC(NCC1)C)CC1=NC(=CC=C1F)Br